P(=O)(O)(O)O.N(=[N+]=[N-])C1=NC2=NC=NC(=C2N1)N 8-azidoadenine phosphate